tridecyl 3-((4-((1-methylpiperidin-4-yl)amino)-3-(2-octyldodecanamido)-4-oxobutyl)thio)propanoate CN1CCC(CC1)NC(C(CCSCCC(=O)OCCCCCCCCCCCCC)NC(C(CCCCCCCCCC)CCCCCCCC)=O)=O